4-((6-methoxy-2-(1H-pyrazol-1-yl)-7-(3-(pyrrolidin-1-yl)propoxy)quinazolin-4-yl)amino)tetrahydro-2H-thiopyran 1,1-dioxide COC=1C=C2C(=NC(=NC2=CC1OCCCN1CCCC1)N1N=CC=C1)NC1CCS(CC1)(=O)=O